2,8-bis(4-heptylphenyl)pyrido[3,2-g]quinoline-4,6-dicarboxylic acid C(CCCCCC)C1=CC=C(C=C1)C1=NC2=CC3=C(C=C2C(=C1)C(=O)O)C(=CC(=N3)C3=CC=C(C=C3)CCCCCCC)C(=O)O